C1([C@H](O)[C@H](O)[C@H](O1)CO)SCC[C@H](N)C(=O)O S-Ribosylhomocystein